C1(CC1)C=1C=2N(C=CC1)N=C(C2)[C@@H]2N(CCC1=C2N=CN1)C1=NC=CC=N1 (R)-4-(4-cyclopropylpyrazolo[1,5-a]pyridin-2-yl)-5-(pyrimidin-2-yl)-4,5,6,7-tetrahydro-1H-imidazo[4,5-c]pyridine